F[C@H]1[C@@H](C1)C(=O)N1C2CN(CC1CC2)C=2C=1N(N=CC2)C=C(C1)C=1C=NN(C1)C ((1S,2R)-2-fluorocyclopropyl)(3-(6-(1-methyl-1H-pyrazol-4-yl)pyrrolo[1,2-b]pyridazin-4-yl)-3,8-diazabicyclo[3.2.1]octan-8-yl)methanone